FC(C(=O)O)(F)F.ClC=1C2=C(C(=NC1)N)C(=NN2C(C)C)C2=NOC(=C2C2=NNC=C2)C2CC2 7-chloro-3-(5-cyclopropyl-4-(1H-pyrazol-3-yl)isoxazol-3-yl)-1-isopropyl-1H-pyrazolo[4,3-c]pyridin-4-amine 2,2,2-trifluoroacetate